(R)-N-(4-cyano-7-(4-(trifluoromethoxy)phenyl)-2,3-dihydrobenzofuran-5-yl)oxirane-2-carboxamide C(#N)C1=C(C=C(C2=C1CCO2)C2=CC=C(C=C2)OC(F)(F)F)NC(=O)[C@@H]2OC2